tert-Butyl 5-(4-methyl-1-(oxetan-3-yl)-1H-pyrazol-5-yl)-2,5-diazabicyclo[4.1.0]heptane-2-carboxylate CC=1C=NN(C1N1CCN(C2CC12)C(=O)OC(C)(C)C)C1COC1